FC=1C(=NC=C(C1)F)C(C)NC(=O)C1=CN=C(S1)N1CCC(CC1)N1C[C@@H](CCC1)C N-[1-(3,5-difluoropyridin-2-yl)ethyl]-2-[(3R)-3-methyl-[1,4'-bipiperidine]-1'-yl]-1,3-thiazole-5-carboxamide